3-(4,5-dimethylthiazolyl)-2,5-diphenyltetrazolium ammonium bromide [Br-].[NH4+].CC=1N=C(SC1C)N1N([NH2+]C(=N1)C1=CC=CC=C1)C1=CC=CC=C1.[Br-]